(3-(4-(2-aminoethyl)piperazin-1-yl)propionylamino)-N-(6-methoxypyridazin-3-yl)benzamide NCCN1CCN(CC1)CCC(=O)NC1=C(C(=O)NC=2N=NC(=CC2)OC)C=CC=C1